1H-indol-4-yl(2H2)methanamine N1C=CC2=C(C=CC=C12)C(N)([2H])[2H]